CS(=O)(=O)C1=C2CCCC2=C(C=2OCCC21)NCC#C 4-(methylsulfonyl)-N-(prop-2-yn-1-yl)-3,5,6,7-tetrahydro-2H-indeno[5,6-b]furan-8-amine